5-(2-(3-fluoro-3-methylazetidin-1-yl)ethyl)-2-methoxy-4,6-dimethylpyrimidine FC1(CN(C1)CCC=1C(=NC(=NC1C)OC)C)C